COC=1C=C2C[C@H](C2=CC1OC)CN(CCCC1CNC2=C(C=C1)C=CC=C2)C 3-[3-[[[(7R)-3,4-dimethoxybicyclo[4.2.0]octa-1,3,5-trien-7-yl]methyl]methylamino]propyl]-1,3-dihydro-2H-benzazepin